O=C1N(C2=C(C(=N[C@@H]1NC(=O)C=1NC3=CC=CC=C3C1)C1=CC=CC=C1)C=CC=C2)CC2=NN=NN2 (S)-(-)-N-[2,3-dihydro-2-oxo-5-phenyl-1-[(1H-tetrazol-5-yl)methyl]-1H-1,4-benzodiazepine-3-yl]-2-indolecarboxamide